BrC(C(=O)N[C@H](CN(CC1=CC=CC=C1)CC1=CC=CC=C1)[C@H](C)O)=C (S)-2-bromo-N-((2R,3S)-1-(dibenzylamino)-3-hydroxybutan-2-yl)propenamide